2-(1H-imidazole-4-yl)-ethan-1-amine N1C=NC(=C1)CCN